ClC1=C(C(=NC=C1)C(C)C)N1C(N=C(C2=C1N=C(C(=C2)C2=C(C=CC=C2)F)OC)N2[C@H](CN([C@@H](C2)C)C(C=C)=O)C)=O 1-(4-Chloro-2-isopropyl-3-pyridyl)-4-[(2S,5R)-2,5-dimethyl-4-prop-2-enoyl-piperazin-1-yl]-6-(2-fluorophenyl)-7-methoxy-pyrido[2,3-d]pyrimidin-2-one